ethyl (S)-2-(2-bromo-7-(4-chlorophenyl)-5-methylbenzo[d]thiazol-6-yl)-2-((2-(methyl-d3)propan-2-yl-1,1,1,3,3,3-d6)oxy)acetate BrC=1SC2=C(N1)C=C(C(=C2C2=CC=C(C=C2)Cl)[C@@H](C(=O)OCC)OC(C([2H])([2H])[2H])(C([2H])([2H])[2H])C([2H])([2H])[2H])C